(1r,3s)-1-(3-bromo-4-fluorobenzyl)-3-(methylsulfonamido)cyclobutane-1-carboxylic acid BrC=1C=C(CC2(CC(C2)NS(=O)(=O)C)C(=O)O)C=CC1F